4-(4-fluoro-2-(trifluoromethyl)phenyl)butanoic acid FC1=CC(=C(C=C1)CCCC(=O)O)C(F)(F)F